(2S)-2-(2-isopropoxyphenyl)-4-methylpiperazin C(C)(C)OC1=C(C=CC=C1)[C@@H]1NCCN(C1)C